5-(4-(4-(3-(Dimethylphosphoryl)acryloyl)piperazin-1-yl)quinazolin-6-yl)-2-methoxypyridine CP(=O)(C)C=CC(=O)N1CCN(CC1)C1=NC=NC2=CC=C(C=C12)C=1C=CC(=NC1)OC